tert-butyl (R)-4-(difluoro(3-(1-((4-((6-hydroxyhexyl)oxy)-6-morpholinophthalazin-1-yl)amino)ethyl)phenyl)methyl)piperidine-1-carboxylate FC(C1CCN(CC1)C(=O)OC(C)(C)C)(C1=CC(=CC=C1)[C@@H](C)NC1=NN=C(C2=CC(=CC=C12)N1CCOCC1)OCCCCCCO)F